C(#N)C=1C2=C(SC1NC(CCNCC#C)=O)CCCC2 N-(3-cyano-4,5,6,7-tetrahydrobenzo[b]thiophen-2-yl)-3-(prop-2-yn-1-ylamino)propanamide